(S)-1-(6-benzyl-8-(hydroxymethyl)-2,6-diazaspiro[3.4]octan-2-yl)-3,3,3-trifluoro-2,2-dimethylpropan-1-one C(C1=CC=CC=C1)N1CC2(CN(C2)C(C(C(F)(F)F)(C)C)=O)[C@@H](C1)CO